ClC1=C(C=C2C(=C(N(C2=C1F)C)C1=NNC(=N1)[C@H](CN(C)C)OC)N1C=NC=C1)OC (S)-2-(3-(6-chloro-7-fluoro-3-(1H-imidazol-1-yl)-5-methoxy-1-methyl-1H-indol-2-yl)-1H-1,2,4-triazol-5-yl)-2-methoxy-N,N-dimethylethan-1-amine